N1=CC=C(C2=CC=NC=C12)C1=NNC2=NC(=CN=C21)N2C[C@@H]1[C@]([C@@H]1CC2)(C2=C(C=CC=C2)F)CN ((1S,6R,7R)-3-(3-(1,7-naphthyridin-4-yl)-1H-pyrazolo[3,4-b]pyrazin-6-yl)-7-(2-fluorophenyl)-3-azabicyclo[4.1.0]heptan-7-yl)methanamine